(1R,4R,5S)-5-hydroxy-2-azabicyclo[2.2.1]heptane-2-carboxylic acid tert-butyl ester C(C)(C)(C)OC(=O)N1[C@H]2C[C@@H]([C@@H](C1)C2)O